4-((1,3-dioxoisoindolin-2-yl)methyl)-3-methylpiperidine-1-carboxylic acid tert-butyl ester C(C)(C)(C)OC(=O)N1CC(C(CC1)CN1C(C2=CC=CC=C2C1=O)=O)C